N-{3-[(2-fluoroethoxy)methyl]pent-3-yl}-5-(3-methoxyazetidin-1-yl)-6-[(oxetan-3-yl)methoxy]pyridine-2-carboxamide FCCOCC(CC)(CC)NC(=O)C1=NC(=C(C=C1)N1CC(C1)OC)OCC1COC1